[1,3,2]dioxaphosphine O1POCC=C1